ALLYL THIOHEXANOATE C(CCCCC)(=S)OCC=C